Methyl 3-(2-(dimethylamino)-2-oxoacetyl)benzoate CN(C(C(=O)C=1C=C(C(=O)OC)C=CC1)=O)C